FC=1C(=C(C=CC1)[C@@H]([C@@H](CCC)NC(=O)C=1C=2CC(NC2C=CC1)=O)O)C N-((1S,2R)-1-(3-fluoro-2-methylphenyl)-1-hydroxypentan-2-yl)-2-oxoindoline-4-carboxamide